NC1=NC2=CC=C(C=C2C=C1I)C(=O)O 2-amino-3-iodoquinoline-6-carboxylic acid